FC1=C(C(=CC(=C1)OCCCC1CCN(CC1)C(=O)OC1(COC1)C(F)(F)F)F)CC(=O)O 2-(2,6-difluoro-4-(3-(1-(((3-(trifluoromethyl)oxetan-3-yl)oxy)carbonyl)piperidin-4-yl)propoxy)phenyl)acetic acid